2-methyl-N-phenethyl-quinazoline-4-carboxamide CC1=NC2=CC=CC=C2C(=N1)C(=O)NCCC1=CC=CC=C1